(1S,4R)-4-[[[3-(3-chloro-5-fluorophenyl)-5-methyl-2-oxo-5-oxazolidinyl]carbonyl]amino]-2-cyclopentene-1-carboxylic acid ClC=1C=C(C=C(C1)F)N1C(OC(C1)(C)C(=O)N[C@H]1C=C[C@H](C1)C(=O)O)=O